ClC(=O)C1=CC=C(OC(C)(C)OC2=CC=C(C=C2)C(=O)Cl)C=C1 2,2-bis(4-chloroformylphenoxy)propane